[N+](=O)([O-])C=1C(=C2C(=NC1)N(C=C2)S(=O)(=O)C2=CC=CC=C2)NC(C(=O)[O-])C ((5-nitro-1-(benzenesulfonyl)-1H-pyrrolo[2,3-b]pyridin-4-yl)amino)propionate